C(C)(=S)N Thioacetamide